C(C)C(C(=O)O)=CC=CCCCCC.C(C=CC=CCCCCC)(=O)OCC ethyl decadienate (ethyl decadienoate)